C(CC1=CC=CC=C1)[Si](OC)(OC)OC R-phenethyltrimethoxysilane